ClC1=C(C=C(C=N1)C#C[Si](C)(C)C)F 2-(6-chloro-5-fluoro-3-pyridinyl)ethynyl-trimethyl-silane